(S)-5-((R)-tert-butylsulfinyl)-4-(2-(1-ethyl-3-(trifluoromethyl)-1H-pyrazol-4-yl)-3-fluorophenyl)-5,6-dihydro-4H-thieno[2,3-c]pyrrole-2-carbonitrile C(C)(C)(C)[S@@](=O)N1CC2=C([C@@H]1C1=C(C(=CC=C1)F)C=1C(=NN(C1)CC)C(F)(F)F)C=C(S2)C#N